FC=1C=C(C(=NC1)OC)[C@@H]1N(CCC1)C1=NC=2N(C=C1)N=CC2C(=O)NC2CCN(CC2)S(=O)(=O)C (R)-5-(2-(5-fluoro-2-methoxypyridin-3-yl)pyrrolidin-1-yl)-N-(1-(methylsulfonyl)piperidin-4-yl)pyrazolo[1,5-a]pyrimidine-3-carboxamide